(N-butyl)-3-aminopropyl-trimethoxysilane C(CCC)NCCC[Si](OC)(OC)OC